FC=1C(=NC=C(C1)C(F)(F)F)C=C 3-fluoro-5-(trifluoromethyl)-2-vinyl-pyridine